COC=1C=C2C=CNC2=CC1C(=O)N 5-methoxyindole-6-carboxamide